O=C1NC(CCC1N1C(C2=CC=C(C=C2C1)CNC(=O)NC=1C=C(OCC(C(=O)OC(C)(C)C)=C)C=C(C1)C(F)(F)F)=O)=O tert-butyl 2-[[3-[[2-(2,6-dioxo-3-piperidyl)-1-oxo-isoindolin-5-yl]methylcarbamoylamino]-5-(trifluoromethyl) phenoxy]methyl]prop-2-enoate